[OH-].[Li+].C(CCC)(=O)O butanoic acid lithium hydroxide